2-((6-hydroxypyridin-2-yl)methyl)-6-(2-(2,2,2-trifluoroethoxy)pyrimidin-5-yl)pyridazin-3(2H)-one OC1=CC=CC(=N1)CN1N=C(C=CC1=O)C=1C=NC(=NC1)OCC(F)(F)F